4-((4-methoxy-5-(pyrazolo[1,5-a]pyridin-5-yl)-7H-pyrrolo[2,3-d]pyrimidin-2-yl)amino)-N,N-dimethylcyclohexane-1-carboxamide COC=1C2=C(N=C(N1)NC1CCC(CC1)C(=O)N(C)C)NC=C2C2=CC=1N(C=C2)N=CC1